CCCCCCCCCCCCCCCCCOCC(=O)COP(=O)(O)O The molecule is a 1-alkylglycerone 3-phosphate in which the alkyl group is specified as heptadecyl. It is a conjugate acid of a 1-heptadecylglycerone 3-phosphate(2-).